5-(2-ethylphenoxy)-2-(1-(6-methylpyridinoyl)pyrrolidin-3-yl)benzamide C(C)C1=C(OC=2C=CC(=C(C(=O)N)C2)C2CN(CC2)C(=O)C2=NC(=CC=C2)C)C=CC=C1